NC1=C(C=C(N=N1)C1=C(C=CC=C1)O)N1N=CC(=C1)N1CCC2(OCCO2)CC1 2-[6-amino-5-[4-(1,4-dioxa-8-azaspiro[4.5]decan-8-yl)pyrazol-1-yl]pyridazin-3-yl]phenol